6-bromo-1-methyl-1,3-dihydro-2H-imidazo[4,5-b]pyridin-2-one BrC=1C=C2C(=NC1)NC(N2C)=O